1-(2'-hydroxyethyl)-3-butyl-imidazole hexafluorophosphate F[P-](F)(F)(F)(F)F.OCCN1CN(C=C1)CCCC